4-((5-(1-(2,2-Difluoroethyl)-2-methyl-1H-imidazo[4,5-b]pyridin-6-yl)pyrrolo[2,1-f][1,2,4]triazin-2-yl)amino)-1-methylcyclohexan-1-ol FC(CN1C(=NC2=NC=C(C=C21)C=2C=CN1N=C(N=CC12)NC1CCC(CC1)(O)C)C)F